C(C)OC(=O)C=1C=NC=C(C1)C(=O)OC(C)(C)C pyridine-3,5-dicarboxylic acid 5-(tert-butyl) 3-ethyl ester